NC1=NC=CC(=C1Cl)SC=1C=2N(C(=NC1C)N1CCC3(CC1)[C@@H](C1=CC(=CC=C1C3)OC)N)C=C(N2)C (S)-1'-(8-((2-amino-3-chloropyridin-4-yl)thio)-2,7-dimethylimidazo[1,2-c]pyrimidin-5-yl)-6-methoxy-1,3-dihydrospiro[inden-2,4'-piperidin]-1-amine